1-(3-(5-(5-(2,3-Dihydro-1H-inden-4-yl)-6-methoxy-1H-pyrazolo[4,3-b]pyridin-3-yl)pyridin-2-yl)azetidin-1-yl)-3-hydroxypropan-1-one C1CCC2=C(C=CC=C12)C1=C(C=C2C(=N1)C(=NN2)C=2C=CC(=NC2)C2CN(C2)C(CCO)=O)OC